N-(1-acetyl-4-piperidyl)-2-oxo-3H-oxazolo[4,5-b]pyridine-6-carboxamide C(C)(=O)N1CCC(CC1)NC(=O)C=1C=C2C(=NC1)NC(O2)=O